C(C)(=O)N[C@H]1CN(CC1)CCN1C(=NC2=C3CC[C@@H](NC3=CC=C21)C)CCN2C(C=CC=C2)=O (7S)-3-{2-[(3R)-3-Acetamidopyrrolidin-1-yl]ethyl}-7-methyl-2-[2-(2-oxo-1,2-dihydropyridin-1-yl)ethyl]-3H,6H,7H,8H,9H-imidazo[4,5-f]chinolin